COC(=O)C1=NN(C=C1)C=1C=NC(=C(C1)F)N1CCC(CC1)(F)F.FC1(CCN(CC1)C1=C(C=C(C=N1)N1N=C(C=C1)C(=O)O)F)F 1-[6-(4,4-difluoropiperidin-1-yl)-5-fluoropyridin-3-yl]pyrazole-3-carboxylic acid Methyl-1-[6-(4,4-difluoropiperidin-1-yl)-5-fluoropyridin-3-yl]pyrazole-3-carboxylate